2-[4-([6-chloro-2H-pyrazolo[3,4-d]pyrimidin-2-yl]methyl)phenyl]-1-methyl-4-(trifluoromethyl)-1H-imidazole ClC=1N=CC=2C(N1)=NN(C2)CC2=CC=C(C=C2)C=2N(C=C(N2)C(F)(F)F)C